C1(CC1)NC=1C2=C(N=C(N1)NC1=CC=C(C=3OCCOC31)C(=O)N3CCOCC3)NC=C2C#N 4-(cyclopropylamino)-2-((8-(morpholine-4-carbonyl)-2,3-dihydrobenzo[b][1,4]dioxin-5-yl)amino)-7H-pyrrolo[2,3-d]pyrimidine-5-carbonitrile